(3-fluorophenyl)-3-(phenyl)urea FC=1C=C(C=CC1)NC(=O)NC1=CC=CC=C1